1-allyl-3-methylimidazole ammonium salt [NH4+].C(C=C)N1CN(C=C1)C